(1r,3r)-3-(3-fluoro-4-(trifluoromethoxy)phenoxy)-N-((6-fluoroisoquinolin-5-yl)methyl)cyclobutan-1-amine hydrochloride Cl.FC=1C=C(OC2CC(C2)NCC2=C3C=CN=CC3=CC=C2F)C=CC1OC(F)(F)F